BrC=1C=2C=C3C(=NC2C=C(C1C)F)C1=CC2=C(C(N1C3)=O)COC([C@]2(O)CC)=O (S)-10-bromo-4-ethyl-8-fluoro-4-hydroxy-9-methyl-1H-pyrano[3',4':6,7]indolizino[1,2-b]quinoline-3,14(4H,12H)-dione